trifluoromethanesulfonic acid [2,3-difluoro-4-[3-isopropyl-1-(2-methoxyethyl)pyrazol-4-yl]phenyl] ester FC1=C(C=CC(=C1F)C=1C(=NN(C1)CCOC)C(C)C)OS(=O)(=O)C(F)(F)F